6-chloro-7-((2-(N-methylmethylsulfonamido)pyridin-3-yl)methyl)-7H-pyrrolo[2,3-d]pyrimidine ClC1=CC2=C(N=CN=C2)N1CC=1C(=NC=CC1)N(S(=O)(=O)C)C